(S)-2-(6-chloro-2-((tetrahydro-2H-pyran-4-yl)methyl)-1,2,3,4-Tetrahydroisoquinolin-8-yl)pyrrolidine-1-carboxylate ClC=1C=C2CCN(CC2=C(C1)[C@H]1N(CCC1)C(=O)[O-])CC1CCOCC1